tert-butyl 2-[6-[5-[(1R)-1-(3,5-dichloro-4-pyridyl)ethoxy]-1-tetrahydropyran-2-yl-indazol-3-yl]pyridazin-3-yl]-2,5-diazaspiro[3.4]octane-5-carboxylate ClC=1C=NC=C(C1[C@@H](C)OC=1C=C2C(=NN(C2=CC1)C1OCCCC1)C1=CC=C(N=N1)N1CC2(C1)N(CCC2)C(=O)OC(C)(C)C)Cl